N1C(=NC=C1)CC1=C(N=CC=2N=C(N=C(C21)N)N2CCN(CC2)C)Cl ((1H-imidazol-2-yl)methyl)-6-chloro-2-(4-methylpiperazin-1-yl)pyrido[3,4-d]pyrimidin-4-amine